(E)-3-cyano-N-(5-methoxy-4-((E)-2-(trans-4-(trifluoro-methyl)cyclohexyl)vinyl)-pyridin-2-yl)acrylamide C(#N)/C=C/C(=O)NC1=NC=C(C(=C1)\C=C\[C@@H]1CC[C@H](CC1)C(F)(F)F)OC